(4-amino-1,3-dihydrofuro[3,4-c][1,7]naphthyridin-8-yl)((3S,5R)-3-(4-(difluoromethoxy)-3-fluorophenyl)-5-methyl-4-morpholinyl)methanone silicon [Si].NC1=NC=2C=NC(=CC2C2=C1COC2)C(=O)N2[C@H](COC[C@H]2C)C2=CC(=C(C=C2)OC(F)F)F